(2-(naphthalen-2-yl)ethyl)carbamate C1=C(C=CC2=CC=CC=C12)CCNC([O-])=O